1-[4-[7-(5-methyl-1H-indazol-4-yl)-2-(3-morpholinopropoxy)-6,8-dihydro-5H-pyrido[3,4-d]pyrimidin-4-yl]piperazin-1-yl]prop-2-en-1-one CC=1C(=C2C=NNC2=CC1)N1CC=2N=C(N=C(C2CC1)N1CCN(CC1)C(C=C)=O)OCCCN1CCOCC1